CC1(OC2=CC=CC=C2[C@H](C1)NC(=O)C=1C=C2C(C(COC2=CC1)O)N1C(N[C@@](CC1=O)(C)CC)=N)C N-[(4S)-2,2-dimethylchroman-4-yl]-4-[(4S)-4-ethyl-2-imino-4-methyl-6-oxo-hexahydropyrimidin-1-yl]-3-hydroxy-chromane-6-carboxamide